2'-fluoro-4'-methoxyuridine-3'-phosphate P(=O)(O)(O)O[C@H]1[C@]([C@@H](O[C@@]1(CO)OC)N1C(=O)NC(=O)C=C1)(O)F